C(C1=CC=CC=C1)OC(CCCN[C@@H](C(C)C)C(=O)O)=O.SCCC[Si](OCC)(OCC)OCC (3-mercaptopropyl)triethoxysilane 4-(Benzyloxy)-4-oxobutyl-L-Valinate